CC1(OB(OC1(C)C)C=1C=NN(C1)C1C(COC1)O)C 4-(4-(4,4,5,5-tetramethyl-1,3,2-dioxaborolan-2-yl)-1H-pyrazol-1-yl)tetrahydrofuran-3-ol